1,2,3,4-Benzenetetracarboxylic acid C=1(C(=C(C(=CC1)C(=O)O)C(=O)O)C(=O)O)C(=O)O